bromo-(5-bromo-thiophen-2-yl)-acetic acid methyl ester COC(C(C=1SC(=CC1)Br)Br)=O